FC1(C(CN(C1)C1CCC=2C1=NNC(C2C(F)(F)F)=O)C(=O)N2CCN(CC2)C2=NC=C(C#N)C=C2)F 6-(4-(4,4-difluoro-1-(3-oxo-4-(trifluoromethyl)-3,5,6,7-tetrahydro-2H-cyclopenta[c]pyridazin-7-yl)pyrrolidine-3-carbonyl)piperazin-1-yl)nicotinonitrile